C[Si](N1N=C(C=C1C)C)(C)C 1-trimethylsilyl-3,5-dimethylpyrazole